rac-Ethyl 5-sec-butyl-1,3-oxazole-4-carboxylate [C@@H](C)(CC)C1=C(N=CO1)C(=O)OCC |r|